C(C)(C)(C)OC(=O)C=1C=2N=CC=NC2C=CC1NNC(=O)OC(C)(C)C 6-((Tert-Butoxycarbonyl)amino)aminoquinoxaline-5-carboxylic acid tert-butyl ester